1-(4-hydroxy-3-(pentyloxy)phenyl)-3-((1-tosyl-1H-indol-4-yl)methyl)tetrahydropyrimidin-2(1H)-one OC1=C(C=C(C=C1)N1C(N(CCC1)CC1=C2C=CN(C2=CC=C1)S(=O)(=O)C1=CC=C(C)C=C1)=O)OCCCCC